2-(2-thiophenylmethylene)benzofuran-3(2H)-one S1C(=CC=C1)C=C1OC2=C(C1=O)C=CC=C2